F[C@H]1CN(CC[C@@H]1NC1=NN2C(C(=N1)OC)=C(C=C2)C=2C=CC1=C(N(N=N1)CCF)C2)CCOC N-((3S,4S)-3-fluoro-1-(2-methoxyethyl)piperidin-4-yl)-5-(1-(2-fluoroethyl)-1H-benzo[d][1,2,3]triazol-6-yl)-4-methoxypyrrolo[2,1-f][1,2,4]triazin-2-amine